ClC=1C=CC(N(C1)C1=CC=C(C=C1)CC=1C(N(C(=NC1O)COC(C)C)C1=C(C=CC=C1OC)OC)=O)=O 5-{[4-(5-chloro-2-oxo-1,2-dihydropyridin-1-yl)phenyl]methyl}-3-(2,6-dimethoxyphenyl)-6-hydroxy-2-[(propan-2-yloxy)methyl]-3,4-dihydropyrimidin-4-one